FC(OC=1C=C(C=CC1)N1C(C(C2=CC(=CC=C12)C(=O)NC(CS(=O)(=O)C)(C)C)(C)C)=O)F 1-[3-(difluoromethoxy)phenyl]-N-(1,1-dimethyl-2-methylsulfonyl-ethyl)-3,3-dimethyl-2-oxo-indoline-5-carboxamide